3-(1-methyl-7-((1-(3-(trifluoromethoxy)benzoyl)piperidin-4-yl)oxy)-1H-indazol-3-yl)piperidine-2,6-dione CN1N=C(C2=CC=CC(=C12)OC1CCN(CC1)C(C1=CC(=CC=C1)OC(F)(F)F)=O)C1C(NC(CC1)=O)=O